3-(ethylthio)-2,2-dimethylpropane-1-amine hydrochloride Cl.C(C)SCC(CN)(C)C